N-(4-(3-(piperidine-1-carbonyl)pyrazolo[1,5-a]pyridin-7-yl)phenyl)-2-(pyridin-3-yl)acetamide N1(CCCCC1)C(=O)C=1C=NN2C1C=CC=C2C2=CC=C(C=C2)NC(CC=2C=NC=CC2)=O